benzothiadiazole compound with quinoxaline N1=CC=NC2=CC=CC=C12.S1N=NC2=C1C=CC=C2